CC1=CC=CC(=N1)C1=CC=NN1 5-(6-methylpyridin-2-yl)-1H-pyrazol